ClC=1C=CC(=C2C=C(NC12)C(=O)OC)OC methyl 7-chloro-4-methoxy-1H-indole-2-carboxylate